1-phenyl-3-(4-chloro-2-methoxyphenyl)-1,3-propanedione C1(=CC=CC=C1)C(CC(=O)C1=C(C=C(C=C1)Cl)OC)=O